FC(C=1N=NC2=CC=C(C=C2C1)C1=CN=C(S1)NC(=O)C1CCOCC1)F N-(5-(3-(difluoromethyl)cinnolin-6-yl)thiazol-2-yl)tetrahydro-2H-pyran-4-carboxamide